N-(5-(3'-Methyl-2'-oxo-2',3'-dihydrospiro[cyclobutane-1,1'-pyrrolo[2,3-c]quinolin]-8'-yl)-2-(3-(4-methylpiperazin-1-yl)propoxy)pyridin-3-yl)methanesulfonamide CN1C(C2(C3=C1C=NC=1C=CC(=CC31)C=3C=C(C(=NC3)OCCCN3CCN(CC3)C)NS(=O)(=O)C)CCC2)=O